PYRAZIN-3-FORMAMID N1=CC(=NC=C1)C(=O)N